6-fluoro-7-methyl-9H-pyrimido[4,5-b]indol-4-amine FC=1C=C2C3=C(NC2=CC1C)N=CN=C3N